FC[C@@]1(C(NC(N1)=O)=O)C1=CC=C(C=C1)C(=O)N1CCC(CC1)NC1=NC=C(C=C1)C (S)-5-fluoromethyl-5-{4-[4-(5-methylpyridin-2-ylamino)piperidine-1-carbonyl]phenyl}imidazolidine-2,4-dione